NC=1C=CC(=C(C1)NC(CCC=1OC=CC1)=O)F N-(5-amino-2-fluorophenyl)-3-(furan-2-yl)propanamide